2-isobutyryl-4-(trifluoromethyl)benzoic acid C(C(C)C)(=O)C1=C(C(=O)O)C=CC(=C1)C(F)(F)F